O=C(/C=C/[C@H]1[C@@H](C[C@@H]2OC[C@H](CC[C@@H]21)CCCC(=O)OC(C)C)OC2OCCCC2)COC2=CC=CC=C2 2-Propanyl 4-[(3S,5aR,6R,7R,8aS)-6-[(1E)-3-oxo-4-phenoxy-1-buten-1-yl]-7-(tetrahydro-2H-pyran-2-yloxy)octahydro-2H-cyclopenta[b]oxepin-3-yl]butanoate